Erbium-aluminum [Al].[Er]